3-[(8-methoxy-4-methyl-2-oxo-1H-quinolin-6-yl)carbamoyl]-2-morpholino-5,7-dihydropyrrolo[3,4-b]pyridine-6-carboxylic acid benzyl ester C(C1=CC=CC=C1)OC(=O)N1CC2=NC(=C(C=C2C1)C(NC=1C=C2C(=CC(NC2=C(C1)OC)=O)C)=O)N1CCOCC1